2-Bromo-N-(6-((R)-3-((5-cyano-4-methoxypyrimidin-2-yl)amino)piperidin-1-yl)-1-methyl-1H-pyrazolo[4,3-c]pyridin-3-yl)butanamide BrC(C(=O)NC1=NN(C2=C1C=NC(=C2)N2C[C@@H](CCC2)NC2=NC=C(C(=N2)OC)C#N)C)CC